COC1=CC=C(C=C1)CN(C1=NC(=C(C=C1CO)Br)Cl)CC1=CC=C(C=C1)OC [2-[Bis[(4-methoxyphenyl)methyl]amino]-5-bromo-6-chloro-3-pyridyl]methanol